3',6'-dihydro-[2,4'-bipyridine] N1=C(C=CC=C1)C=1CC=NCC1